C(C)(C)(C)OC(=O)[C@H]1C([C@@H]1\C=C/C)(C)C (1R)-trans-2,2-dimethyl-3-(1Z-propenyl)cyclopropanecarboxylic acid tert-butyl ester